C1(=CC=CC=C1)N1CC(C1)C1=CC=C(CN2CCC(CC2)C(=O)OC)C=C1 methyl 1-(4-(1-phenylazetidin-3-yl)benzyl)piperidine-4-carboxylate